CC=1C=C(C=CC1C)NC1=NC=C(C=N1)C1=C2C=C(C(=CC2=CC=2C=COC21)OC)OC 9-(2-((3,4-dimethylphenyl)amino)pyrimidin-5-yl)-6,7-dimethoxynaphtho[2,3]furan